FC(OC1=CC(=C(OC2C[C@@H]3[C@@H](CNC3)C2)C=C1)F)F (3aR,5s,6aS)-5-(4-(difluoromethoxy)-2-fluorophenoxy)octahydrocyclopenta[c]pyrrole